ClCC(=O)NC1(C(CCCC1)=O)C1=CC=C(C=C1)C(F)(F)F 2-chloro-N-(1-(4-(trifluoromethyl)phenyl)-2-oxocyclohexyl)acetamide